(Z)-6-((4S,5R)-5-((1E,3E)-hex-1,3-dien-5-yn-1-yl)-2,2-dimethyl-1,3-dioxolan-4-yl)hex-4-enoic acid methyl ester COC(CC\C=C/C[C@@H]1OC(O[C@@H]1\C=C\C=C\C#C)(C)C)=O